N-[5-(1,1-difluoroethyl)pyridin-3-yl]-N-({5-[5-(difluoromethyl)-1,3,4-oxadiazol-2-yl]-1,3-thiazol-2-yl}methyl)methanesulfonamide FC(C)(F)C=1C=C(C=NC1)N(S(=O)(=O)C)CC=1SC(=CN1)C=1OC(=NN1)C(F)F